FC=1C=CC=C2C(C(=CN(C12)C1(CC1)C)C(=O)O)=O 8-fluoro-1-(1-methylcyclopropyl)-4-oxoquinoline-3-carboxylic acid